tert-butyl (2-(((1-(4-methoxybenzyl)-2,3-dioxo-4-(1-m-tolylpiperidin-4-yl)indolin-5-yl)methyl)(methyl)amino)ethyl)(methyl)carbamate COC1=CC=C(CN2C(C(C3=C(C(=CC=C23)CN(CCN(C(OC(C)(C)C)=O)C)C)C2CCN(CC2)C=2C=C(C=CC2)C)=O)=O)C=C1